9,10,11,12-Tetrahydro-9,12-epoxy-1H-diindolo[1,2,3-fg:3',2',1'-kf]pyrrolo[3,4-i][1,6]benzodiazocine-1,3(2H)-dione C1(NC(C2=C1C1=C3C=4N(C5CCC(N3C=3C=CC=CC31)O5)C5=CC=CC=C5C24)=O)=O